N-(4-bromophenyl)pivaloyl-amide BrC1=CC=C(C=C1)[N-]C(C(C)(C)C)=O